C(C)(C)(C)OC(NC1(COC1)C1CNC(C1)=O)=O (3-(5-Oxopyrrolidin-3-yl)oxetan-3-yl)carbamic acid tert-butyl ester